The molecule is a phosphatidylcholine 26:0 in which the two acyl substituents at positions 1 and 2 are palmitoyl and decanoyl respectively. It is a phosphatidylcholine 26:0 and a decanoate ester. It derives from a 1-hexadecanoyl-sn-glycero-3-phosphocholine. CCCCCCCCCCCCCCCC(=O)OC[C@H](COP(=O)([O-])OCC[N+](C)(C)C)OC(=O)CCCCCCCCC